COC(=O)C1=CC2=C(N=C(N=C2OC)N)N1C1CCCC1 2-amino-7-cyclopentyl-4-methoxy-7H-pyrrolo[2,3-d]pyrimidine-6-carboxylic acid methyl ester